C(C)(C)OC1=NC(=NC=C1C(F)(F)F)N[C@H]1C[C@H](CCC1)C1=NN=C2N1C=CC=C2 4-isopropoxy-N-[(1R,3S)-3-([1,2,4]triazolo[4,3-a]pyridin-3-yl)cyclohexyl]-5-(trifluoromethyl)pyrimidin-2-amine